2-anilino-3-methyl-6-(N-cyclohexyl-N-methylamino)fluorene N(C1=CC=CC=C1)C1=CC=2CC3=CC=C(C=C3C2C=C1C)N(C)C1CCCCC1